C(C)OC(C(CC(C)N)(C)C1=CC=C(C=C1)C1=CC=CC=C1)=O ([1,1'-biphenyl]-4-yl)-4-amino-2-methylpentanoic acid ethyl ester